C(=C)C(CC[Si](O[Si](C)(C)C)(O[Si](C)(C)C)O[Si](C)(C)C)OC(C(=C)C)=O vinylmethacryloxypropyl-tris(trimethylsiloxy)silane